C[C@@](N(CC1=CC=CC=C1)CC1=CC=CC=C1)(CO)C(=O)O.F[C@@H](CN)COC (S)-2-fluoro-3-methoxypropan-1-amine Methyl-dibenzyl-D-serinate